N,N-diamyl-2-benzothiazolesulfenamide C(CCCC)N(SC=1SC2=C(N1)C=CC=C2)CCCCC